C(C)(C)(C)OC(=O)N1CCN(CC1)C1=NC(=NC=2CN(CCCC21)C(=O)OCC2=CC=CC=C2)OC2=C1CCN(CC1=CC=C2)C benzyl 4-(4-(tert-butyloxycarbonyl) piperazin-1-yl)-2-((2-methyl-1,2,3,4-tetrahydroisoquinolin-5-yl) oxy)-5,6,7,9-tetrahydro-8H-pyrimido[4,5-c]azepine-8-carboxylate